(1R,2R)-1,2-bis(diphenylphosphinoacetamido)cyclohexane C1(=CC=CC=C1)P(C1=CC=CC=C1)CC(=O)N[C@H]1[C@@H](CCCC1)NC(CP(C1=CC=CC=C1)C1=CC=CC=C1)=O